CC1=C(C=C(C=C1)NC(=O)N1[C@H]2C3=CC=CC=C3[C@@H](C1)C2)C=2OC=C(N2)C (1R,4S)-N-(4-methyl-3-(4-methyloxazol-2-yl)phenyl)-3,4-dihydro-1,4-methanoisoquinoline-2(1H)-carboxamide